5-bromo-3-(1-(2-(1-((5-bromo-1-ethyl-1H-pyrazol-4-yl)methyl)-1H-imidazol-2-yl)-5-fluorophenyl)ethoxy)pyridin-2-amine BrC=1C=C(C(=NC1)N)OC(C)C1=C(C=CC(=C1)F)C=1N(C=CN1)CC=1C=NN(C1Br)CC